N-({5-[5-(trifluoromethyl)-1,2,4-oxadiazol-3-yl]pyridin-2-yl}methyl)-N-[3-(trifluoromethyl)phenyl]tetrahydro-2H-thiopyran-4-carboxamide 1,1-dioxide FC(C1=NC(=NO1)C=1C=CC(=NC1)CN(C(=O)C1CCS(CC1)(=O)=O)C1=CC(=CC=C1)C(F)(F)F)(F)F